2-(6-amino-1-(methylamino)-2,7-naphthyridin-4-yl)benzo[d]oxazol-4-ol NC=1C=C2C(=CN=C(C2=CN1)NC)C=1OC=2C(N1)=C(C=CC2)O